6-(6-amino-2-fluoro-5-(1-oxo-1,2,3,4-tetrahydroisoquinolin-6-yl)pyridin-3-yl)-1'-isopropylspiro[chromane-2,4'-piperidin]-4-one NC1=C(C=C(C(=N1)F)C=1C=C2C(CC3(CCN(CC3)C(C)C)OC2=CC1)=O)C=1C=C2CCNC(C2=CC1)=O